[C-]#N.C(C)N1CN(C=C1)C 1-ethyl-3-methylimidazole cyanide salt